C(C)OC1=C2C=CN(C(C2=CN=C1)=O)CC=1N=C2N(C=C(C=C2)C)C1 5-ethoxy-2-({6-methylimidazo[1,2-a]pyridin-2-yl}methyl)-1,2-dihydro-2,7-naphthyridin-1-one